(R)-4-(7-(3,5-difluorophenyl)-5-(3-methylpyrazin-2-yl)-7H-pyrrolo[2,3-d]pyrimidin-4-yl)-2-methylpiperazine-1-carboxylic acid tert-butyl ester C(C)(C)(C)OC(=O)N1[C@@H](CN(CC1)C=1C2=C(N=CN1)N(C=C2C2=NC=CN=C2C)C2=CC(=CC(=C2)F)F)C